CS(=O)(=O)OC(C(F)F)C1=CC(=CC=C1)S(=O)(=O)N1CCC(CC1)NC(=O)OC(C)(C)C 1-(3-((4-((tert-Butoxycarbonyl) amino) piperidin-1-yl) sulfonyl) phenyl)-2,2-difluoroethyl methanesulfonate